N2-[(4-Methylphenyl)sulfonyl]-L-arginine methyl ester hydrochloride Cl.COC([C@@H](NS(=O)(=O)C1=CC=C(C=C1)C)CCCNC(N)=N)=O